4-(2-trimethylsilylethynyl)-2,5-dihydrothiophene-3-carboxylate C[Si](C#CC1=C(CSC1)C(=O)[O-])(C)C